tin (II) neodecanate C(CCCCCC(C)(C)C)(=O)[O-].[Sn+2].C(CCCCCC(C)(C)C)(=O)[O-]